N-[Chloro(dimethylamino)methylene]-N-methyl-methanaminium hexafluorophosphate F[P-](F)(F)(F)(F)F.ClC(=[N+](C)C)N(C)C